6-(bis(3-(3-hydroxy-2-(hydroxymethyl)propoxy)-2-((3-hydroxy-2-(hydroxymethyl)propoxy)methyl)propyl)amino)hexanoic acid OCC(COCC(CN(CCCCCC(=O)O)CC(COCC(CO)CO)COCC(CO)CO)COCC(CO)CO)CO